(3s)-4-((3s)-11-(5-chloro-2,4-difluorophenyl)-3-methoxy-6-oxo-10-(trifluoromethyl)-3,4-dihydro-2H,6H-[1,4]thiazepino[2,3,4-ij]quinazolin-8-yl)-3-methylpiperazine-1-carboxylate ClC=1C(=CC(=C(C1)C1=C(C=C2C(=NC(N3C2=C1SC[C@H](C3)OC)=O)N3[C@H](CN(CC3)C(=O)[O-])C)C(F)(F)F)F)F